2-((3-bromo-2-chloro-4-methyl-6-(methylamino)phenyl)amino)-2-oxoethyl acetate C(C)(=O)OCC(=O)NC1=C(C(=C(C=C1NC)C)Br)Cl